C(C)(C)(C)OC(=O)N1CC2=CC=C(C=C2C1)C(NO)=N 5-(N-Hydroxyamidino)isoindoline-2-carboxylic acid tert-butyl ester